CN(CCCC(=O)OC(CCCCCCCCC=CCC=CCCCCC)CCCCCCCCC=CCC=CCCCCC)C.C[SiH](O[Si](O[SiH](C)C)(C1=CC=CC=C1)C1=CC=CC=C1)C 1,1,5,5-tetramethyl-3,3-diphenyl trisiloxane heptatriaconta-6,9,28,31-tetraen-19-yl 4-(dimethylamino)butanoate